1-(2-Hydroxyl-3-methylphenyl)ethanone OC1=C(C=CC=C1C)C(C)=O